N-(5-(((2R,5S)-2-((5-Fluoropyrimidin-2-yl)methyl)-5-methylmorpholino)methyl)thiazol-2-yl)acetamid FC=1C=NC(=NC1)C[C@H]1OC[C@@H](N(C1)CC1=CN=C(S1)NC(C)=O)C